C([C@@H]([C@@H]1C(=O)C(=O)C(=O)O1)O)O Dehydroascorbate